N1=CC=C(C=C1)C1C(C1)C(=O)N 2-(pyridin-4-yl)cyclopropane-1-carboxamide